(2R,4r,6S)-tert-butyl-4-(2-((trans)-4-(dibenzylamino) cyclohexyl) ethoxy)-2,6-dimethylpiperidine-1-carboxylate C(C)(C)(C)OC(=O)N1[C@@H](CC(C[C@@H]1C)OCC[C@@H]1CC[C@H](CC1)N(CC1=CC=CC=C1)CC1=CC=CC=C1)C